6-(7-(difluoromethoxy)imidazo[1,2-a]pyridin-3-yl)-N-((3S,4S)-4-fluoropiperidin-3-yl)pyridin-2-amine FC(OC1=CC=2N(C=C1)C(=CN2)C2=CC=CC(=N2)N[C@H]2CNCC[C@@H]2F)F